(2S)-3-benzyloxypropane-1,2-diol C(C1=CC=CC=C1)OC[C@H](CO)O